2-(piperazin-1-yl)-N-(3-(pyridin-3-yl)phenyl)pyrimidin-4-amine N1(CCNCC1)C1=NC=CC(=N1)NC1=CC(=CC=C1)C=1C=NC=CC1